C(C)(C)(C)OC(=O)N1CCC=2C=C(C=NC2C1)I 3-iodo-6,8-dihydro-5H-1,7-naphthyridine-7-carboxylic acid tert-butyl ester